4-(3-ethyl-5-(piperidin-4-yl)-1H-indol-2-yl)-5-methyl-1H-pyrrolo[2,3-b]pyridine C(C)C1=C(NC2=CC=C(C=C12)C1CCNCC1)C1=C2C(=NC=C1C)NC=C2